2-amino-8-oxo-9,10-epoxydecanoic acid NC(C(=O)O)CCCCCC(C1CO1)=O